S(=O)(=O)=NC=1NC=CC1 sulfonylaminopyrrole